FC(C1=NN=C(O1)C1=CN=C(S1)CN(S(=O)(=O)C)C=1C=NC=C(C1)CC)F N-({5-[5-(difluoromethyl)-1,3,4-oxadiazol-2-yl]-1,3-thiazol-2-yl}methyl)-N-(5-ethylpyridin-3-yl)methanesulfonamide